4,4,5,5-tetramethyl-2-(6-methylbenzofuran-2-yl)-1,3,2-dioxaborolane CC1(OB(OC1(C)C)C=1OC2=C(C1)C=CC(=C2)C)C